racemic-tert-butyl N-[(1R,3R)-3-aminocyclopentyl]carbamate N[C@H]1C[C@@H](CC1)NC(OC(C)(C)C)=O |r|